6-(propan-2-yl)-5,6-dihydro-7H-pyrrolo[3,4-d]pyrimidin-7-one CC(C)N1C(C=2N=CN=CC2C1)=O